(2S,3S)-N,N,2-trimethylpyrrolidin-3-amine dihydrochloride Cl.Cl.CN([C@@H]1[C@@H](NCC1)C)C